ClC1=NC=C(C(=C1)N1C[C@@](CCC1)(C)NC(OC(C)(C)C)=O)C=1C=NN(C1)C(F)F tert-butyl (S)-(1-(2-chloro-5-(1-(difluoromethyl)-1H-pyrazol-4-yl)pyridin-4-yl)-3-methylpiperidin-3-yl)carbamate